CC(C)(O)N1CCNCC1 1-methyl-1-piperazinyl-ethanol